CC(=C[Ru]C=C(C=C(C)C)C)C=C(C)C bis(2,4-dimethylpentadienyl)ruthenium(II)